2-[(4-methylphenyl)methyl]-6-(pyrazin-2-yl)-2H-pyrazolo[3,4-d]pyrimidin-4-amine CC1=CC=C(C=C1)CN1N=C2N=C(N=C(C2=C1)N)C1=NC=CN=C1